O[C@H]1CN(C[C@@H](C1)NC1=NC=C(C=N1)C(F)(F)F)C1=NC2=C(N1C)C=C(C(=C2)NC(C=C)=O)C N-(2-((3R,5R)-3-Hydroxy-5-((5-(trifluoromethyl)pyrimidin-2-yl)amino)piperidine-1-yl)-1,6-dimethyl-1H-benzo[d]imidazol-5-yl)acrylamide